t-butylperoxyallyl monocarbonate C(OCC=COOC(C)(C)C)([O-])=O